2-Chlorophenyl dichlorophosphate P(=O)(OC1=C(C=CC=C1)Cl)(Cl)Cl